C(C)NC(=O)C1=CC=C2C(=N1)C(N(C2)CCNC2=NC=CC1=CC=C(C=C21)C2=NOC(=N2)C)=O N-Ethyl-6-[2-[[7-(5-methyl-1,2,4-oxadiazol-3-yl)-1-isoquinolyl]amino]ethyl]-7-oxo-5H-pyrrolo[3,4-b]pyridine-2-carboxamide